1-{2-(1-Fluoro-cyclopropyl)-4-[4-(2-methoxy-phenyl)-piperidin-1-yl]-pyrido[3,4-d]pyrimidin-6-yl}-pyrrolidin-3-ol FC1(CC1)C=1N=C(C2=C(N1)C=NC(=C2)N2CC(CC2)O)N2CCC(CC2)C2=C(C=CC=C2)OC